ClC1=C(C=C(C(=C1)Cl)OCC#C)NC(COCC(=O)O)=O 2-(2-((2,4-dichloro-5-(prop-2-yn-1-yloxy)phenyl)amino)-2-oxoethoxy)acetic acid